[PH2]([O-])=O.C(C)[PH3+] Ethyl-(phosphonium) phosphinate